1-((2R,4S)-4-((3-(4-chlorophenoxy)benzyl)oxy)-2-methylpiperidine-1-carbonyl)-1H-pyrazole-3-carboxylic acid ClC1=CC=C(OC=2C=C(CO[C@@H]3C[C@H](N(CC3)C(=O)N3N=C(C=C3)C(=O)O)C)C=CC2)C=C1